2,4-diphenyl-6-(3'-(4'-phenyl-9,9'-spirobi[fluoren]-4-yl)-[1,1'-biphenyl]-3-yl)-1,3,5-triazine C1(=CC=CC=C1)C1=NC(=NC(=N1)C1=CC=CC=C1)C=1C=C(C=CC1)C1=CC(=CC=C1)C1=CC=CC=2C3(C4=CC=CC=C4C12)C1=CC=CC=C1C=1C(=CC=CC13)C1=CC=CC=C1